methyl 5-(1-(O-((2-oxabicyclo[2.2.2]octan-4-yl)methyl)-N-(((4-nitrobenzyl)oxy)carbonyl)-L-threonyl)piperidin-4-yl)picolinate C12OCC(CC1)(CC2)CO[C@@H]([C@H](NC(=O)OCC2=CC=C(C=C2)[N+](=O)[O-])C(=O)N2CCC(CC2)C=2C=CC(=NC2)C(=O)OC)C